C(C)N(C(C)C)CC1=CC2=C(C(N(C=C2C(F)(F)F)C2=CC(=CC=C2)C2(CCC2)C2=NN=CN2C)=O)N1 2-[[ethyl(isopropyl)amino]methyl]-6-[3-[1-(4-methyl-1,2,4-triazol-3-yl)cyclobutyl]phenyl]-4-(trifluoromethyl)-1H-pyrrolo[2,3-c]pyridin-7-one